CN1C=C(C2=CC(=C(C=C12)C(F)(F)F)OC=1C(=NC(=NC1)N)N)C 5-(1,3-Dimethyl-6-trifluoromethyl-1H-indol-5-yloxy)-pyrimidine-2,4-diamine